4-(4-(naphthalene-1-yl)thiophen-2-yl)-4-oxobutyric acid methyl ester COC(CCC(=O)C=1SC=C(C1)C1=CC=CC2=CC=CC=C12)=O